BrC1=C(C=CC=C1)SC1=CC(C=2C3=C(N=C(C2C1=O)CC)N(C(N(C3=O)C)=O)C)=O 8-((2-bromophenyl)thio)-6-ethyl-2,4-dimethylpyrimido[4,5-c]isoquinoline-1,3,7,10(2H,4H)-tetraone